C(C)(=O)N[C@@H]1[C@H](C[C@](O[C@H]1[C@H]([C@@H](COS(=O)(=O)C1=CC=C(C)C=C1)OC(C)=O)F)(C(=O)OC)SC1=CC=C(C=C1)C)OC(C)=O methyl (2R,4S,5R,6R)-5-acetamido-4-acetoxy-6-((1R,2R)-2-acetoxy-1-fluoro-3-(tosyloxy)propyl)-2-(p-tolylthio)tetrahydro-2H-pyran-2-carboxylate